ethyl 4-((5-((8-(2,4-dimethoxypyrimidin-5-yl)quinazolin-2-yl)amino)-2-methylphenyl)carbamoyl)benzoate COC1=NC=C(C(=N1)OC)C=1C=CC=C2C=NC(=NC12)NC=1C=CC(=C(C1)NC(=O)C1=CC=C(C(=O)OCC)C=C1)C